(2-(6-(cyclopropylmethylamino)pyridin-3-ylamino)-5-methylpyrimidin-4-ylamino)benzo[d]oxazol-2(3H)-one C1(CC1)CNC1=CC=C(C=N1)NC1=NC=C(C(=N1)NN1C(OC2=C1C=CC=C2)=O)C